C1(=CC=C(C=C1)C(C[Se]C1=CC=CC=C1)N1S(C2=C(C1=O)C=CC=C2)(=O)=O)C2=CC=CC=C2 2-(1-([1,1'-biphenyl]-4-yl)-2-(phenylselanyl)ethyl)benzo[d]isothiazol-3(2H)-one 1,1-dioxide